COC(C(C=O)C=1SC=C(C1)C1=CNC2=CC=CC(=C12)F)=O (4-(4-fluoro-1H-indol-3-yl)thiophen-2-yl)-3-oxopropanoic acid methyl ester